ClC=1C=CC=C2C=CC=C(C12)C1CC=2N=C(N=C(C2CO1)O)SC 7-(8-chloronaphthalen-1-yl)-2-(methylsulfanyl)-5H,7H,8H-pyrano[4,3-d]pyrimidin-4-ol